5-bromo-1-[6-[3-(difluoromethoxy)-5-methyl-pyrazol-1-yl]-5-(difluoromethyl)-2-pyridyl]-6-(oxetan-3-yloxy)benzimidazole BrC1=CC2=C(N(C=N2)C2=NC(=C(C=C2)C(F)F)N2N=C(C=C2C)OC(F)F)C=C1OC1COC1